BrC=1C(=NC2=CC(=CC=C2C1)/C=C/C1CCC(C1O)O)NCC1CC1 5-((E)-2-(3-bromo-2-((cyclopropylmethyl)amino)quinolin-7-yl)vinyl)cyclopentane-1,2-diol